N1(CCC1)CCC(C(=O)NC(C)(C)C1=CC(=CC=C1)F)CC 2-(azetidin-1-yl-ethyl)-N-(2-(3-fluorophenyl)propan-2-yl)butanamide